(S)-tert-butyl-((1-chloroprop-2-yl)oxy)dimethylsilane C(C)(C)(C)[Si](C)(C)O[C@H](CCl)C